ethyl (2-cyclopropyl-2-(3-hydroxyphenyl)ethyl)(methyl)phosphinate C1(CC1)C(CP(OCC)(=O)C)C1=CC(=CC=C1)O